di-Pentaerythritol tetrakis(3-mercaptopropionate) SCCC(=O)O.SCCC(=O)O.SCCC(=O)O.SCCC(=O)O.OCC(CO)(CO)CO.OCC(CO)(CO)CO